4-(2-((2-bromopyridin-4-yl)oxy)ethyl)morpholine BrC1=NC=CC(=C1)OCCN1CCOCC1